[N+](=[N-])=CC(CC[C@@H](C(=O)OC)NC([C@H](CCSC)OC)=O)=O methyl (S)-6-diazo-2-((S)-2-methoxy-4-(methylthio) butanamido)-5-oxohexanoate